bis(2,4,6-trimethylbenzoyl)thiophosphinic acid S-phenyl ester C1(=CC=CC=C1)SP(=O)(C(C1=C(C=C(C=C1C)C)C)=O)C(C1=C(C=C(C=C1C)C)C)=O